(R)-N-(1-(5-fluoro-2-methoxyphenyl)but-3-en-1-yl)acetamide methyl-1H-pyrrolo[3,2-c]pyridine-4-carboxylate COC(=O)C1=NC=CC2=C1C=CN2.FC=2C=CC(=C(C2)[C@@H](CC=C)NC(C)=O)OC